FC(F)(F)[N+]1=CC=CC2=CC=CC=C12 (trifluoromethyl)quinolin-1-ium